[Ce].N1=CC=CC2=CC=C3C=CC=NC3=C12 (1,10-phenanthroline) cerium